2,4-Diphenyl-N-(4-phenylphenyl)anilin C1(=CC=CC=C1)C1=C(NC2=CC=C(C=C2)C2=CC=CC=C2)C=CC(=C1)C1=CC=CC=C1